BrC1=C(C=CC=C1N(C=1C2=CC=CC=C2C=2C=CC=CC2C1)C1=CC=CC2=CC=CC=C12)N(C=1C2=CC=CC=C2C=2C=CC=CC2C1)C1=CC=CC2=CC=CC=C12 2-bromo-N1,N3-di(naphthalen-1-yl)-N1,N3-di(phenanthren-9-yl)benzene-1,3-diamine